N-benzyl-N-methacryloyloxy-N,N-dimethylaminoammonium chloride [Cl-].C(C1=CC=CC=C1)[N+](NC)(NC)OC(C(=C)C)=O